hexane-1,6-diamine formate C(=O)O.C(CCCCCN)N